1-(3-chloro-5-methoxy-2-pyridyl)piperazine hydrochloride Cl.ClC=1C(=NC=C(C1)OC)N1CCNCC1